N-[(Z)-methoxy-methyl-carbazol-3-yl]benzamide COC1=C(C=2NC3=CC=CC=C3C2C=C1NC(C1=CC=CC=C1)=O)C